[Na].ClC=1C(=NC=CC1S)C 3-chloro-2-methylpyridine-4-thiol sodium salt